O1C(CCC2=CC=CC=C12)=O chroman-2-on